(((S)-2-(2-methoxy-7-methylquinoxalin-5-yl)-7,8-dihydrobenzofuro[5,4-d]thiazol-7-yl)methyl)carbamate COC1=NC2=CC(=CC(=C2N=C1)C=1SC2=C(N1)C=CC1=C2C[C@H](O1)CNC([O-])=O)C